Methyl-2-[2-({[3-bromo-1-(3-chloropyridin-2-yl)-1H-pyrazol-5-yl]carbonyl}amino)-5-cyano-3-methylbenzoyl]-2-methylhydrazinecarboxylate COC(=O)NN(C)C(C1=C(C(=CC(=C1)C#N)C)NC(=O)C1=CC(=NN1C1=NC=CC=C1Cl)Br)=O